N1=CC=C(C=C1)N1N=C2C=CC(=CC2=C1)B1OC(C(O1)(C)C)(C)C 2-(pyridin-4-yl)-5-(4,4,5,5-tetra-methyl-1,3,2-dioxaborolan-2-yl)-2H-indazole